CC(=CC)C 3-methylbut-2-ene